CC1=NN=C(S1)C#CC1=CC(=CC(=C1)C#CC=1SC(=NN1)C)C#CC=1SC(=NN1)C 1,3,5-tris((5-methyl-1,3,4-thiadiazol-2-yl)ethynyl)benzene